FC1=CC(=C(C=C1)C=1C=NC=2CCN(CC2C1)C=1C(=C(C=2N(N1)C(C=CN2)=O)C)C)C 7-(3-(4-fluoro-2-methylphenyl)-7,8-dihydro-1,6-naphthyridin-6(5H)-yl)-8,9-dimethyl-4H-pyrimido[1,2-b]pyridazin-4-one